FC=1C=C(C=C(C1C1=CSC=C1)F)[C@@H](C)O (R)-1-(3,5-difluoro-4-(thiophen-3-yl)phenyl)ethan-1-ol